C(C)(C)(C)OO tert.-Butylhydroperoxid